1-(2-chloro-4,5-dimethoxybenzyl)-5-(2-((4-morpholino-4-oxobutyl)sulfonyl)-6-(trifluoromethyl)pyrimidin-4-yl)pyridin-2(1H)-one ClC1=C(CN2C(C=CC(=C2)C2=NC(=NC(=C2)C(F)(F)F)S(=O)(=O)CCCC(=O)N2CCOCC2)=O)C=C(C(=C1)OC)OC